N(=NC(C#N)(CC(C)(OC)C)C)C(C#N)(CC(C)(C)OC)C 2,2'-azobis-(4-methoxy-2,4-dimethylvaleronitrile)